2-(6-(trifluoromethyl)pyridin-2-yl)-7-azaspiro[3.5]Nonane-7-carboxylic acid tert-butyl ester C(C)(C)(C)OC(=O)N1CCC2(CC(C2)C2=NC(=CC=C2)C(F)(F)F)CC1